6-bromo-N-(4-chlorobutyl)hexanamide BrCCCCCC(=O)NCCCCCl